1-(5-(8-amino-3-methylimidazo[1,5-a]pyrazin-1-yl)-4-fluoroindolin-1-yl)-2-(6-methylpyridin-2-yl)ethanone NC=1C=2N(C=CN1)C(=NC2C=2C(=C1CCN(C1=CC2)C(CC2=NC(=CC=C2)C)=O)F)C